1,1-Dimethoxycyclododecane COC1(CCCCCCCCCCC1)OC